C(C)(C)(C)OC(=O)N1CCN(CC1)C1=NC(=CC=C1C#N)CC(C)C 4-(3-cyano-6-isobutyl-2-pyridinyl)piperazine-1-carboxylic acid tert-butyl ester